COC1=C(C=C(C=C1)[C@@H]1CC[C@H](CC1)CC1(C[C@H]([C@@H](CC1)C(=O)NC)C1=CC(=CC=C1)C1=CN=C(S1)OC)C(=O)N)C trans-1-((trans-4-(4-Methoxy-3-methylphenyl)cyclohexyl)methyl)-M-(3-(2-methoxythiazol-5-yl)phenyl)-N4-methylcyclohexane-1,4-dicarboxamide